OC[C@@H]1CC[C@H](CC1)N1C(N=C(C=C1)NC(C1=CC=CC=C1)=O)=O N-(1-(trans-4-(hydroxymethyl)cyclohexyl)-2-oxo-1,2-dihydropyrimidin-4-yl)benzamide